α-aminopimelic acid NC(C(=O)O)CCCCC(=O)O